4-methyl-3-(1-phenyl-1H-pyrazolo[3,4-d]pyrimidin-4-ylamino)-benzamide CC1=C(C=C(C(=O)N)C=C1)NC1=C2C(=NC=N1)N(N=C2)C2=CC=CC=C2